N-((2S,3S,4R)-3,4-dihydroxy-1-(((2S,3R,4S,5R,6R)-3,4,5-trihydroxy-6-(hydroxymethyl)tetrahydro-2H-pyran-2-yl)oxy)octadecan-2-yl)-11-morpholinoundecanamide O[C@@H]([C@H](CO[C@H]1O[C@@H]([C@@H]([C@@H]([C@H]1O)O)O)CO)NC(CCCCCCCCCCN1CCOCC1)=O)[C@@H](CCCCCCCCCCCCCC)O